C(C)(=O)NC=1SC(=CN1)CN1CCN(CC1)CC(=O)NC1=CC=CC=C1 2-(4-((2-acetamidothiazol-5-yl)methyl)piperazin-1-yl)-N-phenylacetamide